(Z)-3-decene CC\C=C/CCCCCC